1-Isopropyl-N-(2-(1-methyl-1H-pyrazol-4-yl)pyrimidin-4-yl)-3-((2R,3S)-2-methyl-3-((methylsulfonyl)methyl)azetidin-1-yl)-1H-pyrazolo[4,3-c]pyridin-6-amine C(C)(C)N1N=C(C=2C=NC(=CC21)NC2=NC(=NC=C2)C=2C=NN(C2)C)N2[C@@H]([C@H](C2)CS(=O)(=O)C)C